C(C)C(=CC(=O)OCCOCCOCCO)CC triethylene glycol diethyl-acrylate